FC=1C=C2C(C(=CN(C2=CC1N1[C@H](CCC1)COC1=NC=CC=C1)C1CC(C1)COC)C(=O)O)=O 6-fluoro-1-[3-(methoxymethyl)cyclobutyl]-4-oxo-7-[(2R)-2-[(pyridin-2-yloxy)methyl]pyrrolidin-1-yl]-1,4-dihydroquinoline-3-carboxylic acid